2-Ethylsulfanyl-N-[(3-fluorophenyl)-methyl]-4-methyl-6-[methyl-(pyridin-3-yl-methyl)-amino]-pyridine-3-carboxylic acid amide C(C)SC1=NC(=CC(=C1C(=O)NCC1=CC(=CC=C1)F)C)N(CC=1C=NC=CC1)C